IC=1C=C(C=CC1)C(C(=O)OC)(C=O)C methyl 2-(3-iodophenyl)-2-methyl-3-oxopropanoate